4-(2-phenylethyl)resorcinol C1(=CC=CC=C1)CCC1=C(C=C(O)C=C1)O